CC1C(CCC(=C1)C)CO (±)-(2,4-dimethylcyclohex-3-en-1-yl)methanol